(S)-2-(BOC-amino)-3-[(S)-2-oxo-3-pyrrolidinyl]propionic acid methyl ester COC([C@H](C[C@H]1C(NCC1)=O)NC(=O)OC(C)(C)C)=O